C(#N)C1=C2C(=C(C(NC2=CC=C1)=O)C1(CC1)C(=O)N[C@@H](C)C1=NC=C(C=N1)C#N)C (S)-1-(5-cyano-4-methyl-2-oxo-1,2-dihydroquinolin-3-yl)-N-(1-(5-cyanopyrimidin-2-yl)ethyl)cyclopropane-1-carboxamide